(R)-2-(3-(fluoro(4-methyl-4H-1,2,4-triazol-3-yl)(oxetan-3-yl)methyl)phenyl)-6-(((1-methylcyclobutyl)amino)methyl)-4-(trifluoro-methyl)isoindolin-1-one F[C@@](C=1C=C(C=CC1)N1C(C2=CC(=CC(=C2C1)C(F)(F)F)CNC1(CCC1)C)=O)(C1COC1)C1=NN=CN1C